3-(4-Chlorophenyl)-5-(trifluoromethyl)pyrazolo[1,5-a]pyridin-2-amine ClC1=CC=C(C=C1)C=1C(=NN2C1C=C(C=C2)C(F)(F)F)N